Ethyl 2-[(1-benzoylpiperidin-4-yl) methyl]-8-(trifluoromethyl)-4,5-dihydro-2H-furo[2,3-g]indazole-7-carboxylate C(C1=CC=CC=C1)(=O)N1CCC(CC1)CN1N=C2C3=C(CCC2=C1)OC(=C3C(F)(F)F)C(=O)OCC